C1(CC1)CN1C(=CC2=CC=CC=C12)C1=NC2=C(N1CC=1C=NN(C1)C=1C=NC=C(C1)F)C(=CC(=C2)C(=O)N2C1CCC(C2)[C@H]1N)OC (7R)-2-{2-[1-(cyclopropylmethyl)-1H-indol-2-yl]-1-{[1-(5-fluoropyridin-3-yl)-1H-pyrazol-4-yl]methyl}-7-methoxy-1H-1,3-benzodiazole-5-carbonyl}-2-azabicyclo[2.2.1]heptan-7-amine